CN(S(=O)(=O)C=1C=NC=CC1)C N,N-dimethylpyridin-3-sulfonamide